C(CCCCC)N(C(C(C(C(=O)OCC1=CC=CC=C1)C)C)C)C(=O)OCC benzyl 4-(hexyl(ethoxycarbonyl)amino)-2,3-dimethylpentanoate